3-(3-methylbenzimidazol-5-yl)-7,8-dihydro-5H-1,6-naphthyridin CN1C=NC2=C1C=C(C=C2)C=2C=NC=1CCNCC1C2